1-(3-(4-(3,4-difluoro-2-(trifluoromethyl)phenyl)piperidine-1-carbonyl)pyrrolo[3,4-c]pyrazol-5(1H,4H,6H)-yl)-2-methyl-propan-1-one FC=1C(=C(C=CC1F)C1CCN(CC1)C(=O)C=1C2=C(NN1)CN(C2)C(C(C)C)=O)C(F)(F)F